(diphenylphosphoryl)-(4-vinylphenyl)-methanone C1(=CC=CC=C1)P(=O)(C1=CC=CC=C1)C(=O)C1=CC=C(C=C1)C=C